7-[2-amino-2-(4-hydroxy-phenyl)-acetylamino]-3-(1-methyl-1H-tetrazol-5-ylsulfanylmethyl)-8-oxo-5-thia-1-aza-bicyclo[4.2.0]oct-2-ene-2-carboxylic acid NC(C(=O)NC1C2SCC(=C(N2C1=O)C(=O)O)CSC1=NN=NN1C)C1=CC=C(C=C1)O